C(C1=CC=CC=C1)C=1C=NC(=NC1)N1CCN(CC1)C1=NN=C2N1C=CC(=C2)C=2C=NN(C2)C 3-[4-(5-benzyl-pyrimidin-2-yl)piperazin-1-yl]-7-(1-methyl-1H-pyrazol-4-yl)[1,2,4]triazolo[4,3-a]pyridine